2-(4-isopropyl-1-oxo-7-(1-trityl-1H-imidazol-4-yl)pyrrolo[1,2-d][1,2,4]triazin-2(1H)-yl)-N-(pyrimidin-4-yl)acetamide C(C)(C)C1=NN(C(C=2N1C=C(C2)C=2N=CN(C2)C(C2=CC=CC=C2)(C2=CC=CC=C2)C2=CC=CC=C2)=O)CC(=O)NC2=NC=NC=C2